NC=1C=C(C2=C(C=CC=C2C1)I)C(=O)O 3-amino-8-iodo-naphthalene-1-carboxylic acid